octahydro-5H-pyrrolo[2,3-c]pyridin-5-one N1CCC2C1CNC(C2)=O